C(C)(C)(C)OC(=O)N1C[C@@H](N(CC1)C1CCNCC1)C (S)-3-methyl-4-(piperidin-4-yl)piperazine-1-carboxylic acid tert-butyl ester